benzyl (thiomorpholinosulfonyl)carbamate S1CCN(CC1)S(=O)(=O)NC(OCC1=CC=CC=C1)=O